[Si](C1=CC=CC=C1)(C1=CC=CC=C1)(C(C)(C)C)OCCCCCCC(C(=O)OC)OC methyl 8-((tert-butyldiphenylsilyl)oxy)-2-methoxyoctanoate